[Pd](Cl)Cl.C(C)P([C-]1C=CC=C1)CC.[C-]1(C=CC=C1)P(CC)CC.[Fe+2] (1,1'-bis(diethylphosphino)ferrocene) palladium (II) dichloride